C1(=CC=CC=C1)C1C(N(C2=NC(=C(C(=C21)N)C#N)N)S(=O)(=O)C2=CC=C(C)C=C2)C(=O)OCCCC 3-phenyl-5-cyano-4,6-diamino-2-butoxycarbonyl-1-p-toluenesulfonyl-2,3-dihydro-1H-pyrrolo[2,3-b]pyridine